C(C)(=O)OCC[N+](C)(C)C.CN1C=2C(NC(=NC2NC[C@@H]1CNC1=CC=C(C(N[C@@H](CCC(=O)[O-])C(=O)O)=O)C=C1)N)=O 5-Methyl-(6S)-tetrahydrofolic acid monoacetylcholine salt